FC(C(=C)C=1C=NN(C1)CC1CC2(CN(C2)C(=O)OC(C)(C)C)C1)(F)F tert-butyl 6-[[4-[1-(trifluoromethyl)vinyl]pyrazol-1-yl]methyl]-2-azaspiro[3.3]heptane-2-carboxylate